C1(=C2N(C=N1)CCC2)C(C(=O)NC=2SC=CN2)N2C(C1=CC(=CC(=C1C2)F)C#C[Si](C)(C)C)=O 2-(6,7-dihydro-5H-pyrrolo[1,2-c]imidazol-1-yl)-2-[4-fluoro-1-oxo-6-(2-trimethylsilylethynyl)isoindolin-2-yl]-N-thiazol-2-yl-acetamide